ClC=1C=C(CCN2CC(C(CC2)OC)COC2=CC=C(C=C2)S(=O)(=O)C)C=CC1 1-(3-chlorophenethyl)-4-methoxy-3-((4-(methylsulfonyl)phenoxy)methyl)piperidine